(S)-(8-nitro-2,3-dihydrobenzo[b][1,4]dioxin-2-yl)methanol [N+](=O)([O-])C1=CC=CC2=C1O[C@H](CO2)CO